FCC(OC=1C=C2C(N(C(N(C2=CC1)C1CCN(CC1)C=O)=O)CC1=CC(=NN1C)C1=CC=CC=C1)=O)CF 4-{6-[2-fluoro-1-(fluoromethyl)ethoxy]-3-[(1-methyl-3-phenyl-1H-pyrazol-5-yl)methyl]-2,4-dioxo-3,4-dihydroquinazolin-1(2H)-yl}piperidine-1-carbaldehyde